ethyl 2-carboxy-α-cyanocinnamate C(=O)(O)C1=C(C=C(C(=O)OCC)C#N)C=CC=C1